C(C)OC1=C(C=C(C=N1)C(=O)NCC=1C=NC=CC1C)F 6-ethoxy-5-fluoro-N-[(4-methylpyridin-3-yl)methyl]pyridine-3-carboxamide